OC1(CCC2=C(C=CC=C12)C1=NOC(=N1)C=1C=CC(=C(C#N)C1)OC(C)C)C 5-(3-(1-hydroxyl-methyl-2,3-dihydro-1H-inden-4-yl)-1,2,4-oxadiazol-5-yl)-2-isopropoxy-benzonitrile